FC=1C=C(C=CC1N1CCCCC1)NC(=O)C=1N=C(OC1C)N1CC(CC1)O N-(3-fluoro-4-(piperidin-1-yl)phenyl)-2-(3-hydroxypyrrolidin-1-yl)-5-methyl-oxazole-4-carboxamide